OC[C@@H]1[C@@H](CNCC1)O (3s,4r)-4-(hydroxymethyl)piperidin-3-ol